ClC=1C=CC=C2C=C(C(=NC12)C=1C=[N+](C=CC1)[O-])[C@H](C(F)(F)F)NC(C)=O N-{(1R)-1-[8-chloro-2-(1-oxidopyridin-1-ium-3-yl)quinolin-3-yl]-2,2,2-trifluoroethyl}-acetamide